N=1C(=NN2C1C=CC=C2)[PH2]=O (1,2,4)triazolo(1,5-a)pyridylphosphine oxide